NC1=NC2=CC(=CC=C2C=C1Cl)C[C@H]1CC[C@]2([C@@H]1O[C@H](C2O)N2C=CC1=C2N=CN=C1C)O (2R,3aS,6R,6aR)-6-((2-amino-3-chloroquinolin-7-yl)methyl)-2-(4-methyl-7H-pyrrolo[2,3-d]pyrimidin-7-yl)hexahydro-3aH-cyclopenta[b]furan-3,3a-diol